N-(2-((4-(2-(Ethylamino)ethyl)phenyl)carbamoyl)-4,5-dimethoxyphenyl)-4-oxo-4H-chromene-2-carboxamide trifluoroacetate salt FC(C(=O)O)(F)F.C(C)NCCC1=CC=C(C=C1)NC(=O)C1=C(C=C(C(=C1)OC)OC)NC(=O)C=1OC2=CC=CC=C2C(C1)=O